4-[4-[2-[3-(4-amino-1-tert-butyl-pyrazolo[3,4-d]pyrimidin-3-yl)-5-cyclopropyl-isoxazol-4-yl]pyrimidin-5-yl]-1-piperidyl]-4-oxo-butanoic acid NC1=C2C(=NC=N1)N(N=C2C2=NOC(=C2C2=NC=C(C=N2)C2CCN(CC2)C(CCC(=O)O)=O)C2CC2)C(C)(C)C